4-[4-(5-{cyclopropyl[(1R,2S,3S,5S)-2-fluoro-1,5-dimethyl-8-azabicyclo[3.2.1]octan-3-yl]amino}pyrazin-2-yl)-3-hydroxyphenyl]-1-methyl-1,2-dihydropyridin-2-one C1(CC1)N(C=1N=CC(=NC1)C1=C(C=C(C=C1)C1=CC(N(C=C1)C)=O)O)[C@@H]1[C@@H]([C@]2(CC[C@@](C1)(N2)C)C)F